CC(/C(=N/OCC(=O)O)/C1=CC=CC=C1)(O[Si](C(C)(C)C)(C)C)C (E)-6,6,8,8,9,9-hexamethyl-5-phenyl-3,7-dioxa-4-aza-8-siladec-4-en-1-oic acid